5-(oxetan-2-yl)isoxazole-3-carboxylic acid O1C(CC1)C1=CC(=NO1)C(=O)O